ClC=1C(NN=CC1N1C[C@@H](CC1)OC1=NC=CC(=C1)C1CCN(CC1)C(=O)C1CC1)=O (R)-4-chloro-5-(3-((4-(1-(cyclopropanecarbonyl)piperidin-4-yl)pyridin-2-yl)oxy)pyrrolidin-1-yl)pyridazin-3(2H)-one